COC1=CC2=C(NC(=N2)C2=C(C=3C(NC2=O)=CN(N3)C)N[C@H](COC)C3=NC=CC=N3)C=C1OC |o1:21| (S*)-6-(5,6-dimethoxy-1H-benzo[d]imidazol-2-yl)-7-((2-methoxy-1-(pyrimidin-2-yl)ethyl)amino)-2-methyl-2H-pyrazolo[4,3-b]pyridin-5(4H)-one